C=CC(C)=C.[Mg] magnesium isoprene